COC1=C(C=C(C(=C1)C)OC)CCNCC1=C(C=CC=C1)OC 2-(2,5-dimethoxy-4-methylphenyl)-N-[(2-methoxyphenyl)methyl]ethanamine